2-oxo-5-((R)-piperidine-3-carboxamido)hexanediamide O=C(C(=O)N)CCC(C(=O)N)NC(=O)[C@H]1CNCCC1